NC=1C=2N(C3=C(N1)C=CC(=N3)C(=O)N([C@@H]3COC1=C3C=CC(=C1)C(F)(F)F)C)C=NC2 (S)-6-amino-N-methyl-N-(6-(trifluoromethyl)-2,3-dihydrobenzofuran-3-yl)imidazo[1,5-a]-pyrido[3,2-e]pyrazine-2-carboxamide